NN1C(=C(C(=C1)C1=C(C(=CC=C1)OC)C)C1=NC=CC(=C1)C)C(=O)OCC Ethyl 1-amino-4-(3-methoxy-2-methylphenyl)-3-(4-methylpyridin-2-yl)-1H-pyrrole-2-carboxylate